CS(=O)(=O)NP([O-])([O-])=O methylsulfonylphosphoramidate